5-Chlorobenzo[b]thiophene ClC1=CC2=C(SC=C2)C=C1